C(#C)C1(CCC(C=2N(C1)N=C1C2CN(C(C1)C)C(=O)N)(F)F)O 8-ethynyl-11,11-difluoro-8-hydroxy-3-methyl-3,4,8,9,10,11-hexahydro-1H-pyrido[4',3':3,4]pyrazolo[1,5-a]azepine-2(7H)-carboxamide